3,5-dimethyloct-5-en-1-yl acetate C(C)(=O)OCCC(CC(=CCC)C)C